(R)-1-((7-cyano-2-(2,2'-dimethyl-3'-(pyrido[3,2-d]pyrimidin-4-ylamino)biphenyl-3-yl)benzo[d]oxazol-5-yl)methyl)pyrrolidine-3-carboxylic acid C(#N)C1=CC(=CC=2N=C(OC21)C=2C(=C(C=CC2)C2=C(C(=CC=C2)NC=2C1=C(N=CN2)C=CC=N1)C)C)CN1C[C@@H](CC1)C(=O)O